5-([1,1'-Biphenyl]-3-yl)-N-((1R,2S)-2-acrylamidocyclohexyl)-4-oxo-4,5-dihydro-3H-1-thia-3,5,8-triazaacenaphthylene-2-carboxamide C1(=CC(=CC=C1)N1C(NC2=C(SC=3N=CC=C1C32)C(=O)N[C@H]3[C@H](CCCC3)NC(C=C)=O)=O)C3=CC=CC=C3